(E)-1-((1R,5S,6s)-6-((4-amino-5-(4-(3-fluorophenoxy)-2-methoxyphenyl)-7-methyl-7H-pyrrolo[2,3-d]pyrimidin-6-yl)ethynyl)-3-azabicyclo[3.1.0]hexan-3-yl)-4-(dimethylamino)but-2-en-1-one NC=1C2=C(N=CN1)N(C(=C2C2=C(C=C(C=C2)OC2=CC(=CC=C2)F)OC)C#CC2[C@@H]1CN(C[C@H]21)C(\C=C\CN(C)C)=O)C